C1(=CC=CC=C1)B1OB(OB(O1)C1=CC=CC=C1)C1=CC=CC=C1 2,4,6-triphenylboroxin